COC1=NC2=CC(=CC(=C2N=C1)C=1SC2=C(N1)C(=CC(=C2)OCC(=O)O)C)C 2-((2-(2-methoxy-7-methylquinoxalin-5-yl)-4-methylbenzo[d]thiazol-6-yl)oxy)acetic acid